methyl-N-(2,3,5,6-tetrafluoro-4-(2,2,7-trifluoro-3-oxo-4-(prop-2-yn-1-yl)-3,4-dihydro-2H-benzo[b][1,4]oxazin-6-yl)phenyl)acetamide CCC(=O)NC1=C(C(=C(C(=C1F)F)C1=CC2=C(OC(C(N2CC#C)=O)(F)F)C=C1F)F)F